OCCS(=O)(=O)NC1=CC(=C(C(=O)NC=2C(N(C=CC2)[C@H]2C[C@@H](CC2)C(F)(F)F)=O)C=C1)N1CCC2(CC2)CC1 4-((2-hydroxyethyl)sulfonamido)-N-(2-oxo-1-((1R,3R)-3-(trifluoromethyl)cyclopentyl)-1,2-dihydropyridin-3-yl)-2-(6-azaspiro[2.5]octan-6-yl)benzamide